OC1CN(C1)C1CCN(CC1)C(=O)OC(C)(C)C tert-butyl 4-(3-hydroxyazetidin-1-yl)piperidine-1-carboxylate